C(C1=CC=CC=C1)N1CCC(CC1)CCC(=O)C1=CC=C(C=C1)C1CCN(CC1)CCCN1C=CC2=CC(=CC=C12)C#N (3-(4-(4-(3-(1-benzylpiperidin-4-yl)propionyl)phenyl)piperidin-1-yl)propyl)-1H-indole-5-carbonitrile